C1(=CCC(CC1)(C(C)C)O)C para-menth-1-en-4-ol